C12CN(CC(CC1)N2)C=2C1=C(N=C(N2)OCC23CCCN3CCC2)CN(CC1)C1=CC=CC2=CC=C(C(=C12)F)F 4-(3,8-diazabicyclo[3.2.1]oct-3-yl)-7-(7,8-difluoronaphthalen-1-yl)-2-((hexahydro-1H-pyrrolizin-7a-yl)methoxy)-5,6,7,8-tetrahydropyrido[3,4-d]pyrimidine